6-(2,2-difluoroacetyl)-3-fluoro-N,2-dimethylbenzenesulfonamide FC(C(=O)C1=CC=C(C(=C1S(=O)(=O)NC)C)F)F